3,5-dimethyl-tetradecanoic acid CC(CC(=O)O)CC(CCCCCCCCC)C